3-tert-Butyl-[1,2,4]oxadiazole-5-carboxylic acid {1-[4-(4,4,5,5-tetramethyl-[1,3,2]dioxaborolan-2-yl)-phenyl]-cyclopropyl}-amide CC1(OB(OC1(C)C)C1=CC=C(C=C1)C1(CC1)NC(=O)C1=NC(=NO1)C(C)(C)C)C